CCCCCCCCCCCCCCCCCCCCCCC(=O)N[C@@H](CO[C@H]1[C@@H]([C@H]([C@@H]([C@H](O1)CO)O[C@H]2[C@@H]([C@H]([C@H]([C@H](O2)CO)O)O)O)O)O)[C@@H](/C=C/CCCCCCCCCCCCC)O The molecule is a beta-D-galactosyl-(1->4)-beta-D-glucosyl-(1<->1')-N-acylsphingosine in which the acyl group specified is tricosanoyl. It has a role as a mouse metabolite. It derives from a tricosanoic acid.